2-(naphthylmethyl)oxazoline tert-butyl-4-(3-(2,4-dioxotetrahydropyrimidin-1(2H)-yl)-1-methyl-1H-indazol-6-yl)-3-methylpiperidine-1-carboxylate C(C)(C)(C)OC(=O)N1CC(C(CC1)C1=CC=C2C(=NN(C2=C1)C)N1C(NC(CC1)=O)=O)C.C1(=CC=CC2=CC=CC=C12)CC=1OCCN1